6'-(((1S,3S)-3-((3H-Imidazo[4,5-b]pyridin-2-yl)amino)cyclopentyl)amino)-5-chloro-2H-[1,3'-bipyridin]-2-one N1=C(NC2=NC=CC=C21)N[C@@H]2C[C@H](CC2)NC2=CC=C(C=N2)N2C(C=CC(=C2)Cl)=O